C(C)C(COC(C=C)=O)CCCC.NC1=C2C(=NC=N1)N(N=C2C=2C=CC(=C(C2)NS(=O)(=O)C)OC)[C@@H](C)C=2C=C1N(C(C2C2=CC=CC=C2)=O)C(=CS1)C (S)-N-(5-(4-amino-1-(1-(3-methyl-5-oxo-6-phenyl-5H-thiazolo[3,2-a]pyridin-7-yl)ethyl)-1H-pyrazolo[3,4-d]pyrimidin-3-yl)-2-methoxyphenyl)methanesulfonamide 2-ethylhexyl-acrylate